C1(=C(C(=C(C2=C3C(=C(C(=C(C3=C3C(=C(C(=C(C3=C12)[2H])[2H])[2H])[2H])[2H])[2H])[2H])[2H])[2H])[2H])C1=NC=NC=N1)[2H] 6-(triphenylen-2-yl-d11)-1,3,5-triazine